5-(1-methylcyclopropoxy)-2H-indazole CC1(CC1)OC1=CC2=CNN=C2C=C1